5-(3,4-difluorophenyl)-N-((2-(piperazin-1-yl)pyrimidin-4-yl)methyl)-7H-pyrrolo[2,3-d]pyrimidin-4-amine FC=1C=C(C=CC1F)C1=CNC=2N=CN=C(C21)NCC2=NC(=NC=C2)N2CCNCC2